CC([C@@H]1[C@H](C[C@@H](O1)N1C(=O)N=C(N)C=C1)O)O 5'-methyl-deoxycytidine